NC1(CNC1)C1=CC=CC=C1 3-amino-3-phenylazetidine